phosphonitric acid P(=O)(=O)O[N+](=O)[O-]